FC(OC1=CC=C(C=C1)[C@H]1CC[C@H](CC1)SC=1N=NNC1CO)(F)F (4-(((cis)-4-(4-(trifluoromethoxy)phenyl)cyclohexyl)thio)-1H-1,2,3-triazol-5-yl)methanol